(1,1-dimethyl-ethyl)dimethyl-silicon CC(C)(C)[Si](C)C